n-pentyl-cycloundecane ethyl-2-[4-(6-chloro-5-fluoro-3-pyridyl)-2-methylsulfanyl-pyrimidin-5-yl]acetate C(C)OC(CC=1C(=NC(=NC1)SC)C=1C=NC(=C(C1)F)Cl)=O.C(CCCC)C1CCCCCCCCCC1